C(C)OC(=O)C=1C=NN(C1)C1=CC=CC=2N(C(NC21)=O)C2CCNCC2 1-[2-oxo-1-(piperidin-4-yl)-2,3-dihydro-1H-1,3-benzodiazol-4-yl]-1H-pyrazole-4-carboxylic acid ethyl ester